C(C)(C)N(C1=CC=C(C=N1)C1=C2C=C(C(=CC2=CC2=C1C(OC2)=O)OC)OC)C 9-(6-(isopropyl(methyl)amino)pyridin-3-yl)-6,7-dimethoxynaphtho[2,3-c]furan-1(3H)-one